diphenyl-1,10-phenanthrolinate C1(=CC=CC=C1)C1=C(C(=NC2=C3N=CC=CC3=CC=C12)C(=O)[O-])C1=CC=CC=C1